P(=O)([O-])([O-])[O-].[Fe+3].C(#N)/C(/C(=O)NC1=NC=2CCCCC2C(=N1)C1=CC=CC=C1)=C(\C=1C=NOC1C)/O (Z)-2-cyano-3-hydroxy-3-(5-methylisoxazol-4-yl)-N-(4-phenyl-5,6,7,8-tetrahydroquinazolin-2-yl)acrylamide iron phosphate